C(=O)O.CN1C[C@@H](CCC1)NC1=NN=C(C=2N1C=CN2)C2=C(C=C(C=C2)C(F)(F)F)O 2-[5-[[(3R)-1-methyl-3-piperidinyl]amino]imidazo[1,2-d][1,2,4]triazin-8-yl]-5-(trifluoromethyl)phenol formate salt